4,4'-((4-methoxy-3-(trifluoromethyl)phenyl)methylene)bis(2,6-diiodophenol) COC1=C(C=C(C=C1)C(C1=CC(=C(C(=C1)I)O)I)C1=CC(=C(C(=C1)I)O)I)C(F)(F)F